3-(2-(tert-butylamino)-2-oxoacetyl)-N-(4-fluoro-3-methylphenyl)-2-methyl-5,6,7,8-tetrahydroindolizine-1-carboxamide C(C)(C)(C)NC(C(=O)C1=C(C(=C2CCCCN12)C(=O)NC1=CC(=C(C=C1)F)C)C)=O